O=C1CN(CC1)CC(=O)O (3-OXO-PYRROLIDIN-1-YL)-ACETIC ACID